1-(6-(4-(8-methyl-1-naphthalenyl)-5,6,7,8-tetrahydro-2-quinazolinyl)-2,6-diazaspiro[3.4]octan-2-yl)-2-propen-1-one CC=1C=CC=C2C=CC=C(C12)C1=NC(=NC=2CCCCC12)N1CC2(CN(C2)C(C=C)=O)CC1